N,N'-bis(3-methylenepent-4-enyl)octahydropyridoisoquinoline C=C(CCN1CC2=C3C(CCC2CC1)N(CC=C3)CCC(C=C)=C)C=C